3,7-dimethyloct-6-en-1-yl vinyl ether C(=C)OCCC(CCC=C(C)C)C